C(C)(=O)N1CCC(CC1)NC1=C(C=C2CCN(C(C2=C1)=O)CC(CN1CC2=CC=CC=C2CC1)O)C 7-((1-acetylpiperidin-4-yl)amino)-2-(3-(3,4-dihydroisoquinolin-2(1H)-yl)-2-hydroxypropyl)-6-methyl-3,4-dihydroisoquinolin-1(2H)-one